C(CCCCCCCCC(=O)O)(=O)O.C(CCCCCCCC)(O)O nonanediol sebacate